Cl.NC1=CC=2N(C(=C1)C1=C(C=C(C#N)C=C1)C)N=CN2 4-(7-amino-[1,2,4]triazolo[1,5-a]pyridin-5-yl)-3-methylbenzonitrile hydrochloride